FC1=C(C=CC(=N1)C(=O)NC)N1[C@H](CN(CC1)CC=1C(=C2NC(C(=NC2=CC1)C)=O)F)C (S)-6-fluoro-5-(4-((5-fluoro-2-methyl-3-oxo-4H-quinoxalin-6-yl)methyl)-2-methylpiperazine-1-yl)-N-methylpyridine-2-carboxamide